C1(CCC1)CNC(OC(C)(C)C)=O tert-butyl (cyclobutylmethyl)carbamate